2-[3-[(1-[2-[(tert-butyldimethylsilyl)oxy]ethyl]piperidin-4-yl)methyl]-8-(2-chlorophenyl)-7-(4-chlorophenyl)-2,6-dioxo-2,3,6,7-tetrahydro-1H-purin-1-yl]acetamide [Si](C)(C)(C(C)(C)C)OCCN1CCC(CC1)CN1C(N(C(C=2N(C(=NC12)C1=C(C=CC=C1)Cl)C1=CC=C(C=C1)Cl)=O)CC(=O)N)=O